tert-Butyl 4-((4-((benzyloxy)carbonyl)-2-(3-hydroxy-4-(methoxycarbonyl)phenyl)piperazin-1-yl)methyl)-5-methoxy-7-methyl-1H-indole-1-carboxylate C(C1=CC=CC=C1)OC(=O)N1CC(N(CC1)CC1=C2C=CN(C2=C(C=C1OC)C)C(=O)OC(C)(C)C)C1=CC(=C(C=C1)C(=O)OC)O